3-(4-(2-(5-methylthiophen-2-yl)imidazo[4,5-d]pyrrolo[2,3-b]pyridin-1(6H)-yl)-1H-pyrazol-1-yl)propanenitrile CC1=CC=C(S1)C1=NC=2C(=C3C(=NC2)NC=C3)N1C=1C=NN(C1)CCC#N